N1C2=C(NCCC1)C=CC=C2 1,3,4,5-tetrahydro-2H-benzo[b][1,4]diazepin